3-Iodo-1-(propan-2-yl-1,1,1,3,3,3-d6)-1H-pyrazolo[3,4-d]pyrimidin-4-amine IC1=NN(C2=NC=NC(=C21)N)C(C([2H])([2H])[2H])C([2H])([2H])[2H]